8-{4-[(tert-butyldimethylsilyl)oxy]piperidin-1-yl}-2-{[(2S)-2-hydroxypropyl]amino}-N-(1-methylcyclopropyl)-3-[(1-methylpyrazol-4-yl)methyl]-4-oxoquinazoline-6-sulfonamide [Si](C)(C)(C(C)(C)C)OC1CCN(CC1)C=1C=C(C=C2C(N(C(=NC12)NC[C@H](C)O)CC=1C=NN(C1)C)=O)S(=O)(=O)NC1(CC1)C